ClC=1C(=NC(=NC1)NC1=CC(=C(C=C1OC)N1CC2(C1)CCC(CC2)CC#N)CC)NC2=C(C=C(C(=C2)Cl)Cl)P(=O)(C)C 2-(2-(4-((5-chloro-4-((4,5-dichloro-2-(dimethylphosphoryl)phenyl)amino)pyrimidin-2-yl)amino)-2-ethyl-5-methoxyphenyl)-2-azaspiro[3.5]nonan-7-yl)acetonitrile